(E)-1-(4-(4-((4-([1,2,4]triazolo[1,5-a]pyridin-7-yloxy)-3-methylphenyl)amino)pyrrolo[2,1-f][1,2,4]triazin-5-yl)piperidin-1-yl)-4-(2-oxa-6-azaspiro[3.4]octan-6-yl)but-2-en-1-one N=1C=NN2C1C=C(C=C2)OC2=C(C=C(C=C2)NC2=NC=NN1C2=C(C=C1)C1CCN(CC1)C(\C=C\CN1CC2(COC2)CC1)=O)C